CN(C(=O)C1=CN=C(S1)N1CCC(CC1)N1C[C@@H](CCC1)C)CC1=CC=NC=C1 N-methyl-2-[(3R)-3-methyl-[1,4'-bipiperidine]-1'-yl]-N-(pyridin-4-ylmethyl)-1,3-thiazole-5-carboxamide